COC(N(C(F)(F)F)C)=O methyl-(trifluoromethyl)carbamic acid methyl ester